(3R,4R)-1-(8-fluoro-2-(((2R,7aS)-2-fluorotetrahydro-1H-pyrrolizin-7a(5H)-yl)methoxy)-7-(3-hydroxynaphthalen-1-yl)pyrido[4,3-d]pyrimidin-4-yl)pyrrolidine-3,4-diol FC1=C(N=CC2=C1N=C(N=C2N2C[C@H]([C@@H](C2)O)O)OC[C@]21CCCN1C[C@@H](C2)F)C2=CC(=CC1=CC=CC=C21)O